FC=1C=C(C=CC1)[SiH2]C(C=C)C=C 3-fluorophenyldivinylmethyl-silane